5'-chloro-2'-{5H,6H,7H,8H-imidazo[1,2-a]pyrazine-7-carbonyl}-7',8'-dihydro-6'H-spiro[cyclohexane-1,9'-furo[2,3-f]quinazoline]-7'-one ClC=1C=C2C(=C3C4(NC(NC13)=O)CCCCC4)OC(=C2)C(=O)N2CC=4N(CC2)C=CN4